(2S)-2-[4-bromo-2-(1,1-difluoropropyl)(3,5,6-2H3)phenoxy]propionic acid BrC1=C(C(=C(O[C@H](C(=O)O)C)C(=C1[2H])[2H])C(CC)(F)F)[2H]